C(C)(C)(C)[Si](OCCOC1=CC=C(C=C1)C(F)(F)F)(C)C tert-butyldimethyl-(2-(4-(trifluoromethyl)phenoxy)ethoxy)silane